(E)-3-(2-(3,3-Dimethyl-1-butyn-1-yl)-6-(trifluoromethyl)pyridin-3-yl)-N-(2-oxo-2,3-dihydro-1H-benzo[d]imidazol-4-yl)acrylamid CC(C#CC1=NC(=CC=C1/C=C/C(=O)NC1=CC=CC=2NC(NC21)=O)C(F)(F)F)(C)C